C1(=CC=CC=C1)C1=CC(=NC(=C1)C1=CC=CC=C1)C=1C=CC(=C(C1F)C1=CC=CC=C1)F 5-(4,6-diphenylpyridin-2-yl)-2,6-difluoro-[1,1'-biphenyl]